C(C)(C)(C)N(C(O)=O)CC(CCC(C1=CC=CC=C1)=O)CC(F)(F)F.C(CCCCCCCC)(=O)C(O)C(C)(CO)C pelargonyl-neopentyl glycol tert-Butyl-N-[5-oxo-5-phenyl-2-(2,2,2-trifluoroethyl)pentyl]carbamate